CN(CCC1(NC(=C(C=C1N)N)OC)NC)C 2-(2-(dimethylamino)ethyl)-6-methoxy-N2-Methyl-pyridine-2,3,5-triamine